ClC1=NC(=NC(=N1)C)OCC=1N=C2N(C=C(N=C2N2C(N(C(C2)=O)C)=O)C2CC2)C1 1-(2-(((4-chloro-6-methyl-1,3,5-triazin-2-yl)oxy)methyl)-6-cyclopropylimidazo[1,2-a]pyrazin-8-yl)-3-methylimidazolidine-2,4-dione